(S)-2-chloro-9-(tetrahydro-2H-pyran-3-yl)-7,9-dihydro-8H-purin-8-one ClC1=NC=C2NC(N(C2=N1)[C@@H]1COCCC1)=O